ICC12OCC(C1)(C2)COCC2=CC=C(C=C2)OC 1-(iodomethyl)-4-(((4-methoxybenzyl)oxy)methyl)-2-oxabicyclo[2.1.1]hexane